dihydro-2H-thiochromen S1CCCC2=CC=CC=C12